C(CCC)C=1N(C=C(N1)C1=CC=C(OCCCN(CC)CC)C=C1)C1=CC=C(C=C1)OC1=CC=C(C=C1)Cl N-[3-[4-[2-butyl-1-[4-(4-chlorophenoxy)phenyl]-1H-imidazol-4-yl]phenoxy]propyl]-N,N-diethylamine